ClC=1C=CC2=C(C(C(O2)=CC=2OC(=CC2)C2=CC(=CC=C2)Cl)=O)C1 5-Chloro-2-[[5-(3-chlorophenyl)-2-furanyl]methylene]-3(2H)-benzofuranone